(6R)-7-[4-bromo-3-(trifluoromethyl)benzoyl]-2-(3,5-dimethylpyrazol-1-yl)-6-methyl-3-(3-methylimidazo[4,5-b]pyridin-6-yl)-6,8-dihydro-5H-pyrido[3,4-d]pyrimidin-4-one BrC1=C(C=C(C(=O)N2CC=3N=C(N(C(C3C[C@H]2C)=O)C=2C=C3C(=NC2)N(C=N3)C)N3N=C(C=C3C)C)C=C1)C(F)(F)F